3-(5'-benzyl-2'-carbamoyl-[1,1'-biphenyl]-3-yl)-propanoic acid C(C1=CC=CC=C1)C=1C=CC(=C(C1)C1=CC(=CC=C1)CCC(=O)O)C(N)=O